N-{3-isothiocyanato-3-[3-(trifluoromethyl)phenyl]butyl}acetamide N(=C=S)C(CCNC(C)=O)(C)C1=CC(=CC=C1)C(F)(F)F